NC1=NC(=CC2=C1N(C=N2)C(C)C)C2=CC=C1C(C(N(C1=C2)C2CC(C2)N2CCCCC2)=O)(C)O 6-(4-amino-3-isopropyl-3H-imidazo[4,5-c]pyridin-6-yl)-3-hydroxy-3-methyl-1-((1s,3s)-3-(piperidin-1-yl)cyclobutyl)indolin-2-one